methyl [cyclopropyl(piperidin-4-yl)amino]acetate hydrochloride salt Cl.C1(CC1)N(C1CCNCC1)CC(=O)OC